3-(6-Aminopyridin-3-yl)-N-ethylbenzamide NC1=CC=C(C=N1)C=1C=C(C(=O)NCC)C=CC1